C(C)OC(CC1=CC=C(C=C1)NC=1C2=C(N=C(N1)Cl)CC[S@]2=O)=O (R)-2-(4-((2-chloro-5-oxo-6,7-dihydrothieno[3,2-d]pyrimidin-4-yl)amino)phenyl)acetic acid ethyl ester